FC1(CN(CC12CNCC2)C(=O)OC(C)(C)C)F tert-butyl 4,4-difluoro-2,7-diazaspiro[4.4]nonane-2-carboxylate